tert-butyl 4-[6-[8-(dimethylcarbamoyl)-2-methyl-imidazo[1,2-b]pyridazin-6-yl]-1-oxo-2-isoquinolyl]piperidine-1-carboxylate CN(C(=O)C=1C=2N(N=C(C1)C=1C=C3C=CN(C(C3=CC1)=O)C1CCN(CC1)C(=O)OC(C)(C)C)C=C(N2)C)C